COC=1C=C(C=CC1)N1C(CN(C(C1)=O)C(C1=CC=C(C=C1)C)=O)=O 1-(3-methoxyphenyl)-4-(4-methylbenzoyl)piperazine-2,5-dione